FC=1C=C2C(=CNC2=CC1F)CCN(C(C)C)CC N-(2-(5,6-difluoro-1H-indol-3-yl)ethyl)-N-ethylpropan-2-amine